rel-N-methyl-5-{4-[(1R)-1-(7-methyl-6-oxo-5H-1,5-naphthyridin-3-yl)ethyl]piperazin-1-yl}pyridine-2-carboxamide CNC(=O)C1=NC=C(C=C1)N1CCN(CC1)[C@H](C)C=1C=NC=2C=C(C(NC2C1)=O)C |o1:16|